18-hydroxy-octadecanoic acid sodium [Na].OCCCCCCCCCCCCCCCCCC(=O)O